C(C)(=O)O[C@H]1CC[C@@H]2[C@@]1(CC[C@@H]1[C@]3(CCC=4N=C(SC4C3=CC[C@@H]21)NC2=C(C=CC=C2)[N+](=O)[O-])C)C (5aR,5bS,7aS,8S,10aS,10bR)-5a,7a-dimethyl-2-((2-nitrophenyl)amino)-5,5a,5b,6,7,7a,8,9,10,10a,10b,11-dodecahydro-4H-cyclopenta[7,8]phenanthro[2,1-d]thiazol-8-yl acetate